N-(1-(Methylsulfonyl)piperidin-4-yl)-6-(1H-pyrazol-4-yl)-5-((2-(trifluoromethyl)tetrahydro-2H-pyran-4-yl)oxy)-[1,2,4]triazolo[1,5-a]pyrazin-2-amine CS(=O)(=O)N1CCC(CC1)NC1=NN2C(C=NC(=C2OC2CC(OCC2)C(F)(F)F)C=2C=NNC2)=N1